3,4-dichloro-N-[(1R)-1-phenylethyl]-benzenemethanamine ClC=1C=C(C=CC1Cl)CN[C@H](C)C1=CC=CC=C1